2-(2'-hydroxy-5'-methacryloyloxypropyl-3-t-butylphenyl)-5-chloro-2H-benzotriazole OC1=C(C=C(C=C1C(C)(C)C)CCCOC(C(=C)C)=O)N1N=C2C(=N1)C=CC(=C2)Cl